iodine (phosphate) P(=O)([O-])([O-])[O-].[I+3]